N1(N=CN=C1)CCC1(CCC(CC1)=O)C1=CC=CC=C1 4-(2-(1H-1,2,4-Triazol-1-yl)ethyl)-4-phenylcyclohexan-1-one